(1r,4r)-N-(5-Chloro-4-(5-(cyclopropylmethyl)-1-methyl-1H-1,2,3-triazol-4-yl)pyrimidin-2-yl)cyclohexane-1,4-diamine ClC=1C(=NC(=NC1)NC1CCC(CC1)N)C=1N=NN(C1CC1CC1)C